diethoxycyclohexyloxytertiary butyl-oxysilane C(C)O[Si](OC(C)(C)C)(OC1CCCCC1)OCC